CC1OC(CN(C1)C1=CC=C(C(=N1)C)NC1C2CC3(CC(CC1C3)C2)C(=O)N)C 4-((6-(2,6-dimethylmorpholino)-2-methylpyridin-3-yl)amino)adamantane-1-carboxamide